C1(=CC=CC=C1)N(C1=CC(=C(C=C1)C1=CC=C(C=C1)N(C1=CC(=CC=C1)C)C1=CC=CC=C1)C1=CC=CC=C1)C1=CC(=CC=C1)C N,N'-diphenylphenyl-N,N'-bis(3-methylphenyl)-1,1'-biphenyl-4,4'-diamine